(E)-3-(dicyclobutylamino)-N-((1,2,3,5,6,7-hexahydro-s-indacen-4-yl)carbamoyl)prop-1-ene-1-sulfonamide C1(CCC1)N(C/C=C/S(=O)(=O)NC(NC1=C2CCCC2=CC=2CCCC12)=O)C1CCC1